OOC=1C=CC=2C[C@@H]3[C@@H]4C=C[C@@H]([C@H]5[C@@]4(C2C1O5)CCN3C)O hydroxy-morphine